C(C)(C)S(=O)(=O)[O-].[Zn+2].C(C)(C)S(=O)(=O)[O-] zinc(II) isopropyl-sulfonate